FC1=C(C=CC=C1C=1C(=NN(C1)C(C)C1=CC=CC=C1)C)C1=CC=2N(C=C1)N=C(N2)N 7-(2-fluoro-3-(3-methyl-1-(1-phenylethyl)-1H-pyrazol-4-yl)phenyl)-[1,2,4]triazolo[1,5-a]pyridin-2-amine